tert-butyl (3aR,4R,5S,6aS)-5-((6-chloropyridazin-3-yl)amino)-4-fluorohexahydrocyclopenta[c]pyrrole-2(1H)-carboxylate ClC1=CC=C(N=N1)N[C@@H]1[C@@H]([C@@H]2[C@@H](CN(C2)C(=O)OC(C)(C)C)C1)F